ClC1=C(C(=C2C(=N1)N(C=N2)[C@@H]2O[C@@H]([C@@H]1[C@H]2OC(O1)(C)C)COCP(OCC)(OCC)=O)NC1CCCC1)C#N diethyl ((((3aR,4R,6R,6aR)-6-(5-chloro-6-cyano-7-(cyclopentylamino)-3H-imidazo[4,5-b]pyridin-3-yl)-2,2-dimethyltetrahydrofuro[3,4-d][1,3]dioxol-4-yl)methoxy)methyl)phosphonate